5-{2-acetamidoimidazo[1,2-b]pyridazin-6-yl}-N-{[3-fluoro-5-(trifluoromethoxy)phenyl]methyl}-2,6-dimethylpyridine-3-carboxamide C(C)(=O)NC=1N=C2N(N=C(C=C2)C=2C=C(C(=NC2C)C)C(=O)NCC2=CC(=CC(=C2)OC(F)(F)F)F)C1